[Br-].C(CCCCC)C=1N=C(NC1)CCCN hexyl-3-aminopropylimidazole bromide